4-((1-(4-(3-hydroxyoxetan-3-yl)benzoyl)piperidin-4-yl)oxy)benzonitrile OC1(COC1)C1=CC=C(C(=O)N2CCC(CC2)OC2=CC=C(C#N)C=C2)C=C1